C(CCCCCCCCC=C)(=O)NCC(=O)O undecylenoylglycine